OC1C(C[C@H](N1C(=O)OC(C)(C)C)C(=O)OCC1=CC=CC=C1)(C)C 2-benzyl 1-(tert-butyl) (2S)-5-hydroxy-4,4-dimethylpyrrolidine-1,2-dicarboxylate